1-(tetrahydrofuran-2-yl)ethylamine O1C(CCC1)C(C)N